Cl.CN(C1CCC(CC1)N)C 4-dimethylaminocyclohexylamine hydrochloride